FC1=CC2=C(N(C(=N2)N2C[C@H]([C@@H](CC2)F)N)CC2=CC(=CC=C2)OC(F)(F)F)C=C1F (3R,4R)-1-(5,6-Difluoro-1-(3-(trifluoromethoxy)benzyl)-1H-benzimidazol-2-yl)-4-fluoro-3-piperidinamin